C(C)C=1C(NC=2C=C(C=NC2C1)CN1CCN(CC1)C1=C(C=C(C(=O)NC[C@H](C)O)C=C1)F)=O (S)-4-(4-((7-ethyl-6-oxo-5,6-dihydro-1,5-naphthyridin-3-yl)methyl)piperazin-1-yl)-3-fluoro-N-(2-hydroxypropyl)benzamide